5-chloro-6-[(2-iminopyrrolidin-1-yl)methyl]-pyrimidine-2,4(1H,3H)-dione hydrochloride Cl.ClC=1C(NC(NC1CN1C(CCC1)=N)=O)=O